FC1=C(C=CC=C1)C1CC(C1)C(=O)OC methyl 3-(2-fluorophenyl)cyclobutane-1-carboxylate